(S)-2-((4-(6-((3-Cyclopropylpyrazolo[1,5-a]pyridin-5-yl)methoxy)pyridin-2-yl)piperidin-1-yl)methyl)-1-((oxetan-2-yl)methyl)-1H-benzo[d]imidazole-6-carboxylic acid tert-butyl ester C(C)(C)(C)OC(=O)C=1C=CC2=C(N(C(=N2)CN2CCC(CC2)C2=NC(=CC=C2)OCC2=CC=3N(C=C2)N=CC3C3CC3)C[C@H]3OCC3)C1